(R)-4-((1-(3-(Difluoromethyl)-2-fluorophenyl)ethyl)amino)-6-(1-(fluoromethyl)cyclopropyl)-2-Methyl-7-oxo-6,7-dihydropyrido[4,3-d]pyrimidine-8-carboxylate FC(C=1C(=C(C=CC1)[C@@H](C)NC=1C=2C(N=C(N1)C)=C(C(N(C2)C2(CC2)CF)=O)C(=O)[O-])F)F